Dimethyl(((2-methylpiperidin-3-yl)methyl)imino)-λ6-sulfanone CS(=O)(=NCC1C(NCCC1)C)C